C(C)OC(=O)C1=NN(N=C1C)C=1C=C2C(=CNC2=CC1)C=NO 2-{3-[(hydroxyimino)methaneyl]-1H-indol-5-yl}-5-methyl-2H-1,2,3-triazole-4-carboxylic acid ethyl ester